BrC1=C(C=CC=C1)CS(=O)(=O)O bromobenzene-1-Methanesulfonic acid